4-((2-(3-azido-3-methyl-2-oxoindolin-1-yl)pyridin-4-yl)methyl)phthalazin-1(2H)-one N(=[N+]=[N-])C1(C(N(C2=CC=CC=C12)C1=NC=CC(=C1)CC1=NNC(C2=CC=CC=C12)=O)=O)C